1-(5-chloro-2-methoxyphenyl)-6-(pyrazolo[1,5-a]pyrimidin-3-yl)-1H-pyrazolo[4,3-c]pyridin-3-amine ClC=1C=CC(=C(C1)N1N=C(C=2C=NC(=CC21)C=2C=NN1C2N=CC=C1)N)OC